calcium-selenium [Se].[Ca]